bis(8-hydroxyoctyl) 2-((tert-butyldiphenylsilyl)oxy)pentanedioate [Si](C1=CC=CC=C1)(C1=CC=CC=C1)(C(C)(C)C)OC(C(=O)OCCCCCCCCO)CCC(=O)OCCCCCCCCO